dimethoxyBenzylacetone COC(C(C)=O)(CC1=CC=CC=C1)OC